Benzyl (S)-(2-(2-(3-((tert-butoxycarbonyl)amino)pyrrolidin-1-yl)ethoxy)ethyl)carbamate C(C)(C)(C)OC(=O)N[C@@H]1CN(CC1)CCOCCNC(OCC1=CC=CC=C1)=O